[NH+]1=CC=CC=C1.C(=O)=O carbon dioxide, pyridinium salt